Methyl ((((1S,4R)-4-(2-amino-6-chloro-9H-purin-9-yl)cyclopent-2-en-1-yl) methoxy)(2-(pivaloylthio)ethoxy)phosphoryl)-L-alaninate NC1=NC(=C2N=CN(C2=N1)[C@H]1C=C[C@H](C1)COP(=O)(OCCSC(C(C)(C)C)=O)N[C@@H](C)C(=O)OC)Cl